C1(=CC=C(C=C1)C1(CC(=C(C2=CC=CC=C12)NC(C(F)(F)F)=O)\N=N\[H])S(=O)(=O)O)C1=CC=C(C=C1)C1(CC(=C(C2=CC=CC=C12)NC(C(F)(F)F)=O)\N=N\[H])S(=O)(=O)O 1,1'-([1,1'-biphenyl]-4,4'-diyl)bis{4-trifluoroacetylamino-3-[(E)-diazenyl]naphthalene-1-sulfonic acid}